O=C1NC2=CC=C(C=C2C1)C=1C=C2C(=NC1C(F)(F)F)N=C(N2)C2CN(C2)C(=O)[O-] 3-(2-oxoindolin-5-yl-5-(trifluoromethyl)imidazo[4,5-b]pyridin-2-yl)azetidine-1-carboxylate